methylenebis-(benzotriazolyl-tetramethyl-butylphenol) C(C1=C(C(=C(C(=C1C(CCC)C1=CC=CC=2NN=NC21)C)C)C)OC)C2=C(C(=C(C(=C2C(CCC)C2=CC=CC=1NN=NC12)C)C)C)OC